tert-butyl N-[(3R)-7-(5-tert-butyl-1,3,4-oxadiazol-2-yl)-8-fluoro-4-oxo-5-[[4-(trifluoromethoxy)phenyl]methyl]-2,3-dihydro-1,5-benzothiazepin-3-yl]carbamate C(C)(C)(C)C1=NN=C(O1)C=1C(=CC2=C(N(C([C@H](CS2)NC(OC(C)(C)C)=O)=O)CC2=CC=C(C=C2)OC(F)(F)F)C1)F